isocyanatomethyl-3,5,5-trimethylcyclohexylisocyanate N(=C=O)CC1(CC(CC(C1)(C)C)C)N=C=O